N-(5-Chloro-2-methyl-6-(2H-1,2,3-triazol-2-yl)pyridin-3-yl)-1-(7-chlorothieno-[2,3-c]pyridin-4-yl)-5-(trifluoromethyl)-1H-pyrazol-4-carboxamid ClC=1C=C(C(=NC1N1N=CC=N1)C)NC(=O)C=1C=NN(C1C(F)(F)F)C1=C2C(=C(N=C1)Cl)SC=C2